3-[(tert-butoxycarbonyl)amino]-2-[4-(2-methoxyethoxy)phenyl]propanoic acid C(C)(C)(C)OC(=O)NCC(C(=O)O)C1=CC=C(C=C1)OCCOC